ClC1=C(CN2N=C3C4=C(CCC3=C2)OC(=C4C)C(=O)NCCCN4CCN(CC4)CC)C=CC=C1 2-(2-chlorobenzyl)-N-[3-(4-ethylpiperazin-1-yl)propyl]-8-methyl-4,5-dihydro-2H-furo[2,3-g]indazole-7-carboxamide